tert-butyl (3R)-3-methyl-5-oxo-morpholine-4-carboxylate C[C@H]1N(C(COC1)=O)C(=O)OC(C)(C)C